2-amino-8-[6-[2-(dimethylamino)ethoxy]-3-pyridyl]-6-(5-methyl-4-prop-2-enoyl-2,3-dihydroquinoxalin-1-yl)pyrido[2,3-d]pyrimidin-7-one NC=1N=CC2=C(N1)N(C(C(=C2)N2CCN(C1=C(C=CC=C21)C)C(C=C)=O)=O)C=2C=NC(=CC2)OCCN(C)C